C1(OC=CC2=CC=CC=C12)=O 1H-isochromen-1-one